[S-]C#N.C(CC1=CC=CC=C1)[NH3+] phenethyl-ammonium thiocyanate